N1=C(C=CC=C1)C1(CCOC2(CCCC2)C1)CCN 2-(9-(pyridin-2-yl)-6-oxaspiro[4.5]dec-9-yl)ethylamine